3-propargyl-2,4-di-O-acetyl-6-O-tert-butyldiphenylsilyl-α-D-glucopyranosyl bromide C(C#C)[C@]1([C@H]([C@H](O[C@@H]([C@H]1OC(C)=O)CO[Si](C1=CC=CC=C1)(C1=CC=CC=C1)C(C)(C)C)Br)OC(C)=O)O